OC1=CC=C(C=C1)CCC=O 3-(4-hydroxyphenyl)propionaldehyde